8-nitro-3-(trifluoromethyl)quinoline NICKEL [Ni].[N+](=O)([O-])C=1C=CC=C2C=C(C=NC12)C(F)(F)F